CN(C(C)=O)CCOCC(COCC=C)O N-methyl-N-((3-allyloxy-(2-hydroxy)propane-1-oxy)ethyl)acetamide